OCCN1C[C@H](CC1=O)OC(=O)N1CCN(CC1)C1=NC=2N(C=C1)N=CC2C=2C(=NC=CC2)OC2CC2 [(3S)-1-(2-Hydroxyethyl)-5-oxo-pyrrolidin-3-yl]-4-[3-[2-(cyclopropoxy)-3-pyridyl]pyrazolo[1,5-a]pyrimidin-5-yl]piperazine-1-carboxylate